COC(=O)C1=CC=C(C=C1)[C@@H]1[C@@](C1)(C(=O)O)CCCC1=CC=CC=C1 (1R,2R)-2-(4-(methoxycarbonyl)phenyl)-1-(3-phenylpropyl)cyclopropane-1-carboxylic acid